tri(tert-butyl)-λ5-bismuthanethione C(C)(C)(C)[Bi](=S)(C(C)(C)C)C(C)(C)C